(E)-3-[2,2-dimethyl-8-(2,4,6-trifluorophenyl)-2H-chromen-6-yl]-N-(4-methoxyphenyl)acrylamide CC1(OC2=C(C=C(C=C2C=C1)/C=C/C(=O)NC1=CC=C(C=C1)OC)C1=C(C=C(C=C1F)F)F)C